arachidyl tritriacontanoate C(CCCCCCCCCCCCCCCCCCCCCCCCCCCCCCCC)(=O)OCCCCCCCCCCCCCCCCCCCC